N-(3-(2-aminoquinazolin-6-yl)-2,4-difluorophenyl)-2,3-difluorobenzenesulfonamide NC1=NC2=CC=C(C=C2C=N1)C=1C(=C(C=CC1F)NS(=O)(=O)C1=C(C(=CC=C1)F)F)F